C(C)(C)(C)C1=NOC(=C1)NC(=O)C1=CSC=2CN(CCC21)CC=2C=C1C(=NC2)NN=C1C N-(3-(tert-butyl)isoxazol-5-yl)-6-((3-methyl-1H-pyrazolo[3,4-b]pyridin-5-yl)methyl)-4,5,6,7-tetrahydrothieno[2,3-c]pyridine-3-carboxamide